C1(=C(C=CC=C1)NC(OC1CCN(CC1)CC1=CC=CC=C1)=O)C1=CC=CC=C1 1-Benzylpiperidin-4-yl [1,1'-biphenyl]-2-ylcarbamate